C(C)(C)C1=C2C=C(N=CC2=C(C=C1)N1CC(C1)CS(=O)(=O)C)N 5-isopropyl-8-[3-(methanesulfonylmethyl)azetidin-1-yl]isoquinolin-3-amine